N1(CCCCC1)C1=NC(=NC=C1)C1=CN=C2N1C=C(N=C2)C(F)(F)F 3-(4-(Piperidin-1-yl)pyrimidin-2-yl)-6-(trifluoromethyl)imidazo[1,2-a]pyrazine